ClC=1C=C2N(C(C=3N(C2=CC1)C=CN3)=O)C3=C(C=CC=C3C)F 7-Chloro-5-(2-fluoro-6-methylphenyl)imidazo[1,2-a]quinoxalin-4(5H)-one